1-(5-Fluoro-2-methoxyphenyl)propan-2-amine FC=1C=CC(=C(C1)CC(C)N)OC